NC=1SC2=C(N1)CC[C@@H](C2)N(CCC)CC2CCN(CC2)C(=O)C=2NC1=CC=CC=C1C2 (S)-(4-(((2-amino-4,5,6,7-tetrahydrobenzo[d]thiazol-6-yl)(propyl)amino)methyl)piperidin-1-yl)(1H-indol-2-yl)methanone